25-hydroxy-4β-hydroxy-3β-hydroxycholestan-7-one OC(C)(C)CCC[C@@H](C)[C@H]1CC[C@H]2[C@@H]3C(CC4[C@H]([C@H](CC[C@]4(C)[C@H]3CC[C@]12C)O)O)=O